N-(4-((5-chloro-4-((2-(isopropylsulfonyl)phenyl)amino)pyrimidin-2-yl)amino)-5-methoxy-2-methylphenethyl)-6-(2-(2,6-dioxopiperidin-3-yl)-1,3-dioxoisoindolin-4-yl)-N-methylhex-5-ynamide ClC=1C(=NC(=NC1)NC1=CC(=C(CCN(C(CCCC#CC2=C3C(N(C(C3=CC=C2)=O)C2C(NC(CC2)=O)=O)=O)=O)C)C=C1OC)C)NC1=C(C=CC=C1)S(=O)(=O)C(C)C